Cl.Cl.C(C)(C)N1CCN(CC1)C=1C=CC(=NC1)NC=1N=CC2=C(N1)N1C(=C2)C(NCC12CCCCC2)=O 2'-((5-(4-isopropylpiperazin-1-yl)pyridin-2-yl)amino)-7',8'-dihydro-6'H-spiro[cyclohexane-1,9'-pyrazino[1',2':1,5]pyrrolo[2,3-d]pyrimidin]-6'-one di-HCl